1,3-Dioxolane-4-methanol 4-((4-(4-cyclopropyl-2-oxopiperazin-1-yl)phenyl)amino)pyridazine-3-carboxylate C1(CC1)N1CC(N(CC1)C1=CC=C(C=C1)NC1=C(N=NC=C1)C(=O)OCC1OCOC1)=O